2-(1-(4-(4-Carboxyphenyl)-1H-pyrazol-1-yl)-2-((1S*,2R*)-2-(3-phenylpyrrolidine-1-carbonyl)cyclopropyl)ethyl)-5-(5-chloro-2-(1H-tetrazol-1-yl)phenyl)pyridine 1-oxide C(=O)(O)C1=CC=C(C=C1)C=1C=NN(C1)C(C[C@H]1[C@@H](C1)C(=O)N1CC(CC1)C1=CC=CC=C1)C1=[N+](C=C(C=C1)C1=C(C=CC(=C1)Cl)N1N=NN=C1)[O-] |o1:16,17|